Cl[Pt+2]O monochloromonohydroxyplatinum (IV)